(E)-6-(3-(4-methoxyphenyl)acryloyl)-5-methylpyrido[2,3]pyrimidin-7(8H)-one COC1=CC=C(C=C1)/C=C/C(=O)C1C(CC2=C(C=NC=N2)N1C)=O